1-(2-methoxy-3-methylpyridin-4-yl)-5-(trifluoromethyl)-1H-pyrazole-4-carboxamide COC1=NC=CC(=C1C)N1N=CC(=C1C(F)(F)F)C(=O)N